COC(C(C(=O)OC)=CC1=CC=C(C=C1)OCCCC)=O 4-Butoxybenzylidene-malonic acid dimethyl ester